FC(OC1=C(C=CC(=C1F)F)[C@H]1[C@@H](O[C@]([C@H]1C)(C(F)(F)F)C)C(=O)O)F (2R,3S,4S,5R)-3-(2-(difluoromethoxy)-3,4-difluorophenyl)-4,5-dimethyl-5-(trifluoromethyl)tetrahydrofuran-2-carboxylic acid